(5S,8S)-N-(3,3-dimethylbutyl)-5-fluoro-8-hydroxy-5,6,7,8-tetrahydroquinoline-5-carboxamide CC(CCNC(=O)[C@]1(C=2C=CC=NC2[C@H](CC1)O)F)(C)C